propyl-4-butylpyridinium C(CC)[N+]1=CC=C(C=C1)CCCC